O1C(CCCC1)N1N=C(C=C1C1=C(OCC(=O)O)C=CC=C1)CNC(C1=C(C=CC=C1)OC(F)(F)F)=O 2-(2-(1-(tetrahydro-2H-pyran-2-yl)-3-((2-(trifluoromethoxy)benzamido)methyl)-1H-pyrazol-5-yl)phenoxy)acetic acid